N-((S)-(4,4-Difluorocyclohexyl)(5-((R)-1-(4,4,4-trifluorobutanamido)ethyl)-1H-benzo[d]imidazol-2-yl)methyl)-5-isopropylisoxazole-4-carboxamide FC1(CCC(CC1)[C@H](NC(=O)C=1C=NOC1C(C)C)C1=NC2=C(N1)C=CC(=C2)[C@@H](C)NC(CCC(F)(F)F)=O)F